FC1=C(C=CC=C1C=1C=C2C=NC(=NC2=CC1)N[C@@H]1CNCCC1)NS(=O)(=O)CC1=CC=CC=C1 (S)-N-(2-Fluoro-3-(2-(piperidin-3-ylamino)quinazolin-6-yl)phenyl)-1-phenylmethanesulfonamide